C(C)(C)(C)C1=CC(=NO1)NC(=O)[C@H]1N(CC2(CC2)C1)C([C@H](CCCC)CC(=O)NO)=O (S)-N-(5-(tert-butyl)isoxazol-3-yl)-5-((R)-2-(2-(hydroxyamino)-2-oxoethyl)hexanoyl)-5-azaspiro[2.4]heptane-6-carboxamide